2-(2,6-dioxo-3-piperidyl)-5-[4-[[4-[[1-[6-[5-(1-methylcyclopropoxy)-2H-indazol-3-yl]pyrimidin-4-yl]-4-piperidyl]methyl]piperazin-1-yl]methyl]-1-piperidyl]isoindoline-1,3-dione O=C1NC(CCC1N1C(C2=CC=C(C=C2C1=O)N1CCC(CC1)CN1CCN(CC1)CC1CCN(CC1)C1=NC=NC(=C1)C=1NN=C2C=CC(=CC12)OC1(CC1)C)=O)=O